[4-(6-Aminohexyl)-3-methyl-2-oxo-1,3-benzodiazol-1-yl]Piperidine-2,6-dione hydrochloride salt Cl.NCCCCCCC1=CC=CC=2N(C(N(C21)C)=O)N2C(CCCC2=O)=O